8-(4-(1H-1,2,3-triazol-1-yl)piperidin-1-yl)-N-(1-cyanocyclopropyl)-3-(5-(trifluoromethyl)-1,3,4-thiadiazol-2-yl)imidazo[1,5-a]pyridine-6-sulfonamide N1(N=NC=C1)C1CCN(CC1)C=1C=2N(C=C(C1)S(=O)(=O)NC1(CC1)C#N)C(=NC2)C=2SC(=NN2)C(F)(F)F